O1C(=CC=C1)C1=NC(=NC(=C1C(=O)OCC)NCC1=CC(=CC=C1)C(F)(F)F)S(=O)(=O)C ethyl 4-(2-furyl)-2-methylsulfonyl-6-[[3-(trifluoromethyl)phenyl]methylamino]pyrimidine-5-carboxylate